Tert-butyl (4S)-3,3-difluoro-4-(3-methyl-2-oxo-1H-benzimidazol-4-yl)piperidine-1-carboxylate FC1(CN(CC[C@H]1C1=CC=CC=2NC(N(C21)C)=O)C(=O)OC(C)(C)C)F